oxopentan-2-yl-methyl acrylate (tetrahydrofurfuryl acrylate) C(C1CCCO1)C(C(=O)O)=C.C(C=C)(=O)OCC(C)CCC=O